N-(3-{5-[(R)-(1,3-Dimethyl-azetidin-3-yl)-hydroxy-(4-isopropyl-phenyl)-methyl]-pyridin-3-yl}-1,1-dimethyl-prop-2-ynyl)-acetamide CN1CC(C1)(C)[C@@](C=1C=C(C=NC1)C#CC(C)(C)NC(C)=O)(C1=CC=C(C=C1)C(C)C)O